C[SiH](C)NCC(=O)O dimethylsilylglycine